C1(CCC1)NCCCO 3-(cyclobutylamino)propan-1-ol